4-benzyl-2-(1-hydroxy-3,3-dimethylbutyl)morpholin-3-one [(2R)-2-piperidyl]methyl-2-[6-[5-(6-methyl-2-pyridyl)-1H-imidazol-4-yl]-3-quinolyl]pyridine-4-carboxylate N1[C@H](CCCC1)COC(=O)C1=CC(=NC=C1)C=1C=NC2=CC=C(C=C2C1)C=1N=CNC1C1=NC(=CC=C1)C.C(C1=CC=CC=C1)N1C(C(OCC1)C(CC(C)(C)C)O)=O